CC(CN(C(C(=O)N)=O)CC1=NC=CC=C1)CC N1-(2-methylbutyl)-N1-(pyridin-2-ylmethyl)oxalamide